n-octyl-p-chlorophenol C(CCCCCCC)C1=C(C=CC(=C1)Cl)O